[N+]1(=CC=CC=C1)[PH3+] (pyridinio)phosphonium